4-[[(3R,4R)-1-(2-cyanoacetyl)-4-methyl-3-piperidinyl]-methyl-amino]pyrrolo[2,3-d]pyrimidine-7-carboxylic acid 4-aminobutyl ester NCCCCOC(=O)N1C=CC2=C1N=CN=C2N(C)[C@H]2CN(CC[C@H]2C)C(CC#N)=O